N1(C=NC=C1)[C@H]1CCC2=CC(=CC=C12)N1C(=NC=2C1=NC(=CC2)N2N=CC=C2)C=2C(=NC=CC2)N (S)-3-(3-(1-(1H-imidazol-1-yl)-2,3-dihydro-1H-inden-5-yl)-5-(1H-pyrazol-1-yl)-3H-imidazo[4,5-b]pyridin-2-yl)pyridin-2-amine